FC1(CCN(CC1)C1=CC=C2C(=CC=NC2=C1)NC1=C(C=C(C=C1)OCCOC)OC)F 7-(4,4-difluoropiperidin-1-yl)-N-(2-methoxy-4-(2-methoxyethoxy)phenyl)quinolin-4-amine